C1(CC1)N1C=C(C(C2=CC(=C(C(=C12)OC)C=1C=C2CCN(C2=CC1)CC=1C(=NC(=NC1)N)N)F)=O)C(=O)OCC Ethyl 1-cyclopropyl-7-(1-((2,4-diaminopyrimidin-5-yl)methyl)indolin-5-yl)-6-fluoro-8-methoxy-4-oxo-1,4-dihydroquinoline-3-carboxylate